FC1(OC(OC1(F)F)=O)C(C(C(C(C(F)(F)F)(F)F)(F)F)(F)F)(F)F perfluoro-pentyl-1,3-dioxolan-2-one